C1(CC1)OC=1C=CC(=NC1)C1=NSC(=N1)NC1=CC=C(C=N1)N1CCN(CC1)C(CC(F)(F)F)=O 1-(4-(6-(3-(5-cycloprop-oxypyridin-2-yl)-1,2,4-thiadiazol-5-ylamino)pyridin-3-yl)piperazin-1-yl)-3,3,3-trifluoro-propan-1-one